2-((3,5-difluorobenzyl)sulfonyl)-4-(thiophen-2-yl)-6-(trifluoromethyl)pyrimidine FC=1C=C(CS(=O)(=O)C2=NC(=CC(=N2)C=2SC=CC2)C(F)(F)F)C=C(C1)F